C(#C)[C@@]1([C@@H](O[C@@H]([C@H]1O)CO)N1C(=O)NC(=O)C=C1)F (2'R)-2'-Deoxy-2'-ethynyl-2'-fluorouridine